(S)-N-(4-(1-((tert-butylsulfinyl)imino)ethyl)-2-fluorophenyl)acetamide C(C)(C)(C)[S@](=O)N=C(C)C1=CC(=C(C=C1)NC(C)=O)F